benzyl 1-(1H-imidazole-2-yl)-beta-carboline-3-carboxylate N1C(=NC=C1)C1=NC(=CC=2C3=CC=CC=C3NC12)C(=O)OCC1=CC=CC=C1